C(#N)C=1C(=CC(=NC1)NC(=O)N1CCCC2=CC(=C(N=C12)C=O)CN1C(CN(CC1)C)=O)NCCSCC(=O)O 2-((2-((5-cyano-2-(7-formyl-6-((4-methyl-2-oxopiperazin-1-yl)methyl)-1,2,3,4-tetrahydro-1,8-naphthyridine-1-carboxamido)pyridin-4-yl)amino)ethyl)thio)acetic acid